O[C@H]([C@H](C=O)NC1=CC=C(C2=NON=C21)[N+](=O)[O-])[C@@H]([C@@H](CO)O)O (2R,3R,4S,5R)-3,4,5,6-Tetrahydroxy-2-((7-nitrobenzo[c][1,2,5]oxadiazol-4-yl)amino)hexanal